CCCC=CC(=O)O hexaenoic acid